NC=1C(=CC2=C(OC=3C(=NC=CC3)O2)C1)C(C)(C)O 2-(7-aminobenzo[5,6][1,4]dioxino[2,3-b]pyridin-8-yl)propan-2-ol